methyl (2R)-3-amino-2-{[(1,2,3,5,6,7-hexahydro-s-indacen-4-yl)carbamoyl]amino}propanoate NC[C@H](C(=O)OC)NC(NC1=C2CCCC2=CC=2CCCC12)=O